potassium lauryl sulfate S(=O)(=O)(OCCCCCCCCCCCC)[O-].[K+]